2-[(3-chloro-2-fluorophenyl)methyl]-1H-pyrrole-1-carboxylic acid tert-butyl ester C(C)(C)(C)OC(=O)N1C(=CC=C1)CC1=C(C(=CC=C1)Cl)F